C(C)OC(C1=NC=C(C=C1NC(=O)OC(C)(C)C)CNCC1=C(C=CC=C1)Cl)=O 3-((tert-butoxycarbonyl)amino)-5-(((2-chlorobenzyl)amino)methyl)picolinic acid ethyl ester